2-(4-(5,5-dimethyl-2,4-dioxo-3-((2-(trimethylsilyl)ethoxy)methyl)imidazolidin-1-yl)butyl)isoindoline-1,3-dione CC1(C(N(C(N1CCCCN1C(C2=CC=CC=C2C1=O)=O)=O)COCC[Si](C)(C)C)=O)C